[Cu].N1=CC=CC2=CC=CC=C12 quinoline compound with copper